N-methyl-N-((2-methylquinolin-6-yl)methyl)tetrahydro-2H-pyran-4-amine CN(C1CCOCC1)CC=1C=C2C=CC(=NC2=CC1)C